N[C@H]([C@H](C1=CC=CC=C1)NS(=O)(=O)C1=CC=C(C=C1)C)C1=CC=CC=C1 N-((1S,2S)-2-amino-1,2-diphenylethyl)-4-methylbenzenesulfonamide